N[C@@H]1[C@@H](N(CC12CC2)C(=O)OC(C)(C)C)CC2=C(C(=CC(=C2)F)Br)F tert-butyl (6S,7S)-7-amino-6-(3-bromo-2,5-difluorobenzyl)-5-azaspiro[2.4]heptane-5-carboxylate